N-(2,6-difluoro-4-(2-(((3S,5S)-5-fluoropiperidin-3-yl)amino)-8-isopropyl-quinazolin-6-yl)phenyl)-1-phenylmethanesulfonamide FC1=C(C(=CC(=C1)C=1C=C2C=NC(=NC2=C(C1)C(C)C)N[C@@H]1CNC[C@H](C1)F)F)NS(=O)(=O)CC1=CC=CC=C1